2-chloro-5-(difluoro-methoxy)pyrazine ClC1=NC=C(N=C1)OC(F)F